Dicyanomethane C(#N)CC#N